methyl 5-fluoro-2-((4-fluoro-2-iso-propylphenyl)-amino)nicotinate FC=1C=NC(=C(C(=O)OC)C1)NC1=C(C=C(C=C1)F)C(C)C